Methyl (2S)-2-[[(3S)-2-(4-methoxy-1H-indole-2-carbonyl)-2-azaspiro[4.4]nonane-3-carbonyl]amino]-3-[(3S)-2-oxopyrrolidin-3-yl]propanoate COC1=C2C=C(NC2=CC=C1)C(=O)N1CC2(C[C@H]1C(=O)N[C@H](C(=O)OC)C[C@H]1C(NCC1)=O)CCCC2